5-Hydroxyindole-acetic acid-d5 OC1=C(C=2C(=C(NC2C(=C1[2H])[2H])C(C(=O)O)[2H])[2H])[2H]